{[({[(tert-butoxy)-2-oxoethoxy]-3-fluorophenyl}cyclohex-3-en-1-yl)oxy]methyl}-3-methyl-7-oxo-9-oxa-2,6-diazaspiro[4.5]decane-2-carboxylate C(C)(C)(C)OC(COC1=C(C=CC=C1F)C1(CC=CCC1)OCOC(=O)N1CC2(CC1C)NC(COC2)=O)=O